BrC=1C(=CC=2C3=C(C(=NC2C1F)N1CC(C1)N(C)C)C=NN3C3CCN(CC3)C(C=C)=O)Cl (4-(7-bromo-8-chloro-4-(3-(dimethylamino)azetidin-1-yl)-6-fluoro-1H-pyrazolo[4,3-c]quinolin-1-yl)piperidin-1-yl)prop-2-en-1-one